delta-butyl isocyanate CCCCN=C=O